OCCN(C(OCC1=CC=CC=C1)=O)C1CCNCC1 Benzyl (2-hydroxyethyl)(piperidin-4-yl)carbamate